NC1=NC=2C=NC(=CC2C2=C1COC2)C(=O)N([C@H]2COC1=C2C=CC(=C1)C(F)(F)F)C (R)-4-amino-N-methyl-N-(6-(trifluoromethyl)-2,3-dihydrobenzofuran-3-yl)-1,3-dihydrofuro[3,4-c][1,7]naphthyridine-8-carboxamide